C(#N)C1=C(N=C(N1C1=C(C=C(C=C1)CC(C(F)(F)F)C)OC)CC)C(=O)OCC ethyl 5-cyano-2-ethyl-1-(2-methoxy-4-(3,3,3-trifluoro-2-methylpropyl)phenyl)-1H-imidazole-4-carboxylate